([1,1'-biphenyl]-4-yl)-4-(4-chlorophenyl)-6-phenyl-1,3,5-triazine C1(=CC=C(C=C1)C1=NC(=NC(=N1)C1=CC=C(C=C1)Cl)C1=CC=CC=C1)C1=CC=CC=C1